Phenyl (R)-2-(((benzyloxy)carbonyl)amino)-3-(7-methylthieno[3,2-b]pyridine-2-carboxamido)propanoate C(C1=CC=CC=C1)OC(=O)N[C@@H](C(=O)OC1=CC=CC=C1)CNC(=O)C1=CC2=NC=CC(=C2S1)C